5-Fluoro-4-(8-fluoroquinolin-6-yl)-N-(5-(3-(trifluoromethyl)-5,6-dihydro-[1,2,4]triazolo[4,3-a]pyrazin-7(8H)-yl)pyridin-2-yl)pyrimidin-2-amine FC=1C(=NC(=NC1)NC1=NC=C(C=C1)N1CC=2N(CC1)C(=NN2)C(F)(F)F)C=2C=C1C=CC=NC1=C(C2)F